(1-(tetrahydro-2H-pyran-2-yl)-1,4,5,7-tetrahydropyrano[3,4-c]pyrazol-3-yl)methylamine O1C(CCCC1)N1N=C(C2=C1COCC2)CN